(±)-2-phenyl-2-[4-(4,4,5,5-tetramethyl-1,3,2-dioxaborolan-2-yl)-1H-pyrazol-1-yl]ethanol C1(=CC=CC=C1)[C@H](CO)N1N=CC(=C1)B1OC(C(O1)(C)C)(C)C |r|